2-(trimethylsilyl)ethoxycarbonyl-L-tryptophan C[Si](CCOC(=O)N[C@@H](CC1=CNC2=CC=CC=C12)C(=O)O)(C)C